(1-(cyclohexylsulfonyl)piperidin-3-yl)(4-(quinolin-4-yl)piperazin-1-yl)methanone C1(CCCCC1)S(=O)(=O)N1CC(CCC1)C(=O)N1CCN(CC1)C1=CC=NC2=CC=CC=C12